2-methyl-2-[5-(2-propynylamino)-2-pyridinyl]propionitrile CC(C#N)(C)C1=NC=C(C=C1)NCC#C